8-hydroxyquinaldic acid OC=1C=CC=C2C=CC(C(=O)O)=NC12